NC=1N=C(SC1C(C1=CC=C(C=C1)OCC(=O)N1CCC(CC1)CC1=CC=CC=C1)=O)N(C1=CC=C(C=C1)F)C(C(=O)N)C (N-[4-amino-5-[4-[2-(4-benzyl-1-piperidyl)-2-oxo-ethoxy]benzoyl]thiazol-2-yl]-4-fluoro-anilino)propanamide